FC=1C=C(C=CC1)N1CC(CCC1)NC1=NC=CC(=N1)N1CCOCC1 N-(1-(3-fluorophenyl)piperidin-3-yl)-4-morpholinopyrimidin-2-amine